ethyl 1-(2,4-dichloro-phenyl)-5-methyl-1H-pyrazole-3-carboxylate ClC1=C(C=CC(=C1)Cl)N1N=C(C=C1C)C(=O)OCC